C1CC=C2C(C1)CCC(C2C3=CC=CC4=CC=CC=C43)O octahydrobinaphthol